4-(benzylsulfanyl)-6-fluoro-2,3-dihydroinden-1-one C(C1=CC=CC=C1)SC1=C2CCC(C2=CC(=C1)F)=O